1,3,5-tris(1h-imidazol-1-yl)benzene tert-butyl-(3S,4S)-3-((6-(6-(difluoromethyl)imidazo[1,2-a]pyridin-3-yl)pyridin-2-yl)amino)-4-fluoropyrrolidine-1-carboxylate C(C)(C)(C)OC(=O)N1C[C@@H]([C@H](C1)F)NC1=NC(=CC=C1)C1=CN=C2N1C=C(C=C2)C(F)F.N2(C=NC=C2)C2=CC(=CC(=C2)N2C=NC=C2)N2C=NC=C2